F[C@@H]1C(O[C@H]([C@@H]([C@H]1CC(=O)[O-])CC(=O)[O-])C)CC(=O)[O-] (3S,4R,5R,6S)-3-fluoro-6-methyltetrahydro-2H-pyran-2,4,5-triyltriacetate